tetrapotassium N,N-bis(carboxymethyl)-L-glutamate C(=O)(O)CN([C@@H](CCC(=O)[O-])C(=O)[O-])CC(=O)O.[K+].[K+].[K+].[K+].C(=O)(O)CN([C@@H](CCC(=O)[O-])C(=O)[O-])CC(=O)O